2-(6-oxo-1-(pent-3-yl)-3-(pyridin-2-yl)piperidin-3-yl)acetaldehyde O=C1CCC(CN1C(CC)CC)(C1=NC=CC=C1)CC=O